NC1=C2C(=NC=N1)N(N=C2C2=CC=C(C=C2)N)C(C)C=2OC1=CC=CC=C1C(C2C2=CC(=CC=C2)F)=O 2-(1-(4-Amino-3-(4-aminophenyl)-1H-pyrazolo[3,4-d]pyrimidin-1-yl)ethyl)-3-(3-fluorophenyl)-4H-chromen-4-one